COCCOCC=1C(=NC=NC1)N1CCN(CC1)CC=1NC2=CC=CC=C2C1 2-((4-(5-((2-methoxyethoxy)methyl)pyrimidin-4-yl)piperazin-1-yl)methyl)-1H-indole